C(C)N(CCCC(C)NC=1N=CC(=NC1)C(=O)NC=1C=CC(=C2C=CC=NC12)F)CC 5-((5-(diethylamino)pentan-2-yl)amino)-N-(5-fluoroquinolin-8-yl)pyrazine-2-carboxamide